2-(1-(2-Morpholinoethyl)-6,7-dihydro-1H-[1,4]dioxino[2',3':4,5]benzo[1,2-d]imidazol-2-yl)ethan-1-amine tri-hydrochloride Cl.Cl.Cl.O1CCN(CC1)CCN1C(=NC2=C1C=C1C(=C2)OCCO1)CCN